CN(CCOC1=NC=NC(=C1C=1C=CC(=NC1)C[N+]1=NOC(=C1)[N-]C(NC1=CC(=CC=C1)C(F)(F)F)=O)C)C (3-((5-(4-(2-(dimethylamino)ethoxy)-6-methylpyrimidin-5-yl)pyridin-2-yl)methyl)-1,2,3-oxadiazol-3-ium-5-yl)((3-(trifluoromethyl)phenyl)carbamoyl)amide